FC1=CC=C(C=C1)C(N1C(CN(CC1C)C1=CC(N(C=2C=CC(=NC12)C#N)C)=O)C)C1=CC=C(C=C1)F 8-(4-(Bis(4-fluorophenyl)methyl)-3,5-dimethylpiperazin-1-yl)-5-methyl-6-oxo-5,6-dihydro-1,5-naphthyridine-2-carbonitrile